(R)-N-(8,9-difluoro-6-oxo-1,4,5,6-tetrahydro-2H-pyrano[3,4-c]isoquinolin-1-yl)-6-fluoro-N-methyl-4-(methylsulphinylamino)-1H-indole-2-carboxamide FC=1C(=CC=2C3=C(NC(C2C1)=O)COCC3N(C(=O)C=3NC1=CC(=CC(=C1C3)N[S@](=O)C)F)C)F